Propyl 3-(2-(methylamino)ethyl)benzoate CNCCC=1C=C(C(=O)OCCC)C=CC1